4-amino-2,3,5-trichloro-6-(trichloromethyl)pyridine NC1=C(C(=NC(=C1Cl)C(Cl)(Cl)Cl)Cl)Cl